FC=1C=C2C(=NNC2=CC1OCCOC)C1=CC(=NO1)C1=CC(=C(C=C1)C(=O)N1CCC12COC2)C (4-{5-[5-fluoro-6-(2-methoxy-ethoxy)-1H-indazol-3-yl]-isoxazol-3-yl}-2-methylphenyl)-(6-oxa-1-aza-spiro[3.3]hept-1-yl)-methanone